ClC1=C(C=CC=C1)S(=O)C(=O)N1CCCCC1 ((2-chlorophenyl)sulfinyl)(piperidin-1-yl)methanone